O1C(C(OCC1)O)O 1,4-dioxane-2,3-diol